SC=1N=NC(=C(C1C#N)C)C 3-mercapto-5,6-dimethylpyridazin-4-carbonitrile